COC1=CC=C(C=C1)C1C2(C3=CC=CC=C3C1)CCC1(CC2)OCCO1 (4-methoxyphenyl)-2'',3''-dihydrodispiro[[1,3]dioxolane-2,1'-cyclohexane-4',1''-indene]